BrC=1C(=C(C=CC1)N1C2=CC=CC=C2C=2C=CC=CC12)N1C2=CC=CC=C2C=2C=CC=CC12 9,9'-(3-bromo-1,2-phenylene)bis(9H-carbazole)